tert-butyl 3-(3-(5-(ethyl(pyridin-3-yl)carbamoyl)-1-methyl-1H-imidazole-2-yl)-1,2,4-oxadiazole-5-yl)pyrrolidine-1-carboxylate C(C)N(C(=O)C1=CN=C(N1C)C1=NOC(=N1)C1CN(CC1)C(=O)OC(C)(C)C)C=1C=NC=CC1